(3S,4R,5R)-4-(benzyloxy)-5-((benzyloxy)methyl)-3-chloro-3-fluorotetrahydrofuran-2-ol C(C1=CC=CC=C1)O[C@H]1[C@](C(O[C@@H]1COCC1=CC=CC=C1)O)(F)Cl